N-[2-(2-methyl-7,8-dihydro-6H-indeno[5,4-d][1,3]oxazol-8-yl)ethyl]benzamide CC=1OC2=C(N1)C=CC=1CCC(C12)CCNC(C1=CC=CC=C1)=O